OC=1C(=C(C(=C2C(C(=C(OC12)C1=CC=C(C=C1)OC)OC)=O)OC)OC)OC hydroxy-3,5,6,7,4'-pentamethoxyl-flavone